dimethyl-hexanone CC(C(CCCC)=O)C